Cl.COC(=O)C=1C=CC2=CC(N=C2C1)=O 2-oxoindole-6-carboxylic acid methyl ester hydrochloride